FC([C@@]12CCN(C[C@H]2C1)C1=C(C(=O)NC2=NC(=CC(=C2)C)N2CCC(CC2)(F)F)C=CC(=C1)NS(=O)(=O)CCO)F 2-((1S,6R)-6-(difluoromethyl)-3-azabicyclo[4.1.0]heptan-3-yl)-N-(6-(4,4-difluoropiperidin-1-yl)-4-methylpyridin-2-yl)-4-((2-hydroxyethyl)sulfonamido)benzamide